BrC1=CC=CC=2C=3C(CNC3C=CC21)C 6-bromo-1-methyl-1,2-dihydro-3H-benzo[e]Indole